C1(CCC1)C1=C(C=C2C=C(C(=NC2=C1)OC)C(=O)OCC)F ethyl 7-cyclobutyl-6-fluoro-2-methoxyquinoline-3-carboxylate